CC1=NC=2N(C=C1N1CCC(CC1)CCNNS(=O)=O)N=CN2 N-[2-(1-{5-methyl-[1,2,4]triazolo[1,5-a]pyrimidin-6-yl}piperidin-4-yl)ethyl]aminosulfonamide